FC1=NC=CC(=C1NC1=C(C(NC=C1)=O)C(=O)NC1=CC=C(C=C1)N1CCN(CC1)C)OC 4-((2-Fluoro-4-methoxypyridin-3-yl)amino)-N-(4-(4-methylpiperazin-1-yl)phenyl)-2-oxo-1,2-dihydropyridine-3-carboxamide